N-(2-aminoethyl)-3-hydroxy-pyridine-2-carboxamide NCCNC(=O)C1=NC=CC=C1O